C(C)C1(N(CCC1CO)C(=O)OC(C)(C)C)C(=O)[O-] 1-(t-butyl) 2-ethyl-3-(hydroxymethyl)pyrrolidin-1,2-dicarboxylate